C(C)(C)(C)OC(=O)N1CCN(CC1)C=1C(=CC(=NC1)C=1C(=NC(=CC1)OCC1=CC=CC=C1)OCC1=CC=CC=C1)F 4-(2',6'-bis(benzyloxy)-4-fluoro-[2,3'-bipyridyl]-5-yl)piperazine-1-carboxylic acid tert-butyl ester